N-nitroso-N-phenylhydroxylamine ammonium salt [NH4+].N(=O)N(O)C1=CC=CC=C1